CN1CCC(CC1)C(=O)NC=1N=C2N(C=C(C=C2)C2=CC=NC=C2)C1 1-methyl-N-(6-(pyridin-4-yl)imidazo[1,2-a]pyridin-2-yl)piperidine-4-carboxamide